C1(CC1)C1=C(COC2=C(C3=CC=CC=C3C=C2)C=O)C=CC=C1 2-((2-Cyclopropylbenzyl)oxy)-1-naphthaldehyde